phenoxyl-aluminum O(C1=CC=CC=C1)[Al]